C(CCC)[B-](C1=CC=CC=C1)(C1=CC=CC=C1)C1=CC=CC=C1.C1(=CC=CC=C1)[S+](CC1=CC=CC=C1)C1=CC=CC=C1 diphenylbenzylsulfonium (n-butyl)triphenylborate